α-ethynyl-guanosine C(#C)[C@@]1([C@H](O)[C@H](O)[C@@H](CO)O1)N1C=NC=2C(=O)NC(N)=NC12